C(CN(C(=C(C(=O)O)C)CC1CO1)C(=C(C(=O)[O-])C)CC1CO1)N(C(=C(C(=O)O)C)CC1CO1)C(=C(C(=O)O)C)CC1CO1.C(CCCCCCCCCCC)C=1C=C(C=CC1)S(=O)(=O)O.[Na+] sodium 3-dodecylbenzenesulfonate ethylenediaminetetra(glycidyl-methacrylate)